N-(7-cyano-2,2-dimethyl-6-morpholino-3H-benzofuran-5-yl)pyrazolo[1,5-a]pyrimidine-3-carboxamide C(#N)C1=C(C(=CC=2CC(OC21)(C)C)NC(=O)C=2C=NN1C2N=CC=C1)N1CCOCC1